C(C)(C)N1C(N(CCC1)C1=NC=2N(C(=C1)C)C=NC2C(=O)OCC)=O ethyl 2-(3-iso-propyl-2-oxotetrahydropyrimidin-1(2H)-yl)-4-methylimidazo[1,5-a]pyrimidine-8-carboxylate